FC=1C(=C(C=CC1F)[C@H]1[C@@H](O[C@]([C@H]1C)(C(F)(F)F)C)C(=O)O)OC |o1:8,9,11,12| rel-(2r,3s,4s,5r)-3-(3,4-difluoro-2-methoxyphenyl)-4,5-dimethyl-5-(trifluoromethyl)tetrahydrofuran-2-carboxylic acid